C(#N)CC1CC(C1)(C1=NN=CN1C)C=1C=C(C=CC1)NC(=O)C1=CC(=C2C(=N1)C(CO2)(C)C)CNC2(CCC2)C N-(3-((1s,3s)-3-(cyanomethyl)-1-(4-methyl-4H-1,2,4-triazol-3-yl)cyclobutyl)phenyl)-3,3-dimethyl-7-(((1-methylcyclobutyl)amino)methyl)-2,3-dihydrofuro[3,2-b]pyridine-5-carboxamide